S(N)(OC[C@@H]1[C@H](C[C@@H](C1)NC1=NC=NC=C1C(=O)C=1SC=C(C1)[C@]1(OCCC1)C1=CC(=CC=C1)Cl)O)(=O)=O [(1R,2S,4R)-4-[[5-({4-[(2R)-2-(3-chlorophenyl)tetrahydrofuran-2-yl]-2-thienyl}carbonyl)pyrimidin-4-yl]amino]-2-hydroxycyclopentyl]methyl sulfamate